4-(tert-Butoxycarbonyl-(Trideuteromethyl)amino)-5-chloro-2-methoxybenzoic acid methyl ester COC(C1=C(C=C(C(=C1)Cl)N(C([2H])([2H])[2H])C(=O)OC(C)(C)C)OC)=O